OCCCCCCCCOC=1C(NC=CC1)=O hydroxyoctyloxypyridone